Tin(IV) t-Butoxide CC(C)(C)[O-].[Sn+4].CC(C)(C)[O-].CC(C)(C)[O-].CC(C)(C)[O-]